C(C)[SiH](C1=C(C=C(C=C1C)C)C)C1=C(C=C(C=C1C)C)C ethyl-bis-(2,4,6-trimethyl-phenyl)-silane